FC(CO)(CN1[C@@H](C=2NC3=CC=CC=C3C2C[C@H]1C)C1=C(C=CC(=C1)OCCNCCCF)OC)F 2,2-difluoro-3-((1R,3R)-1-(5-(2-((3-fluoropropyl)amino)ethoxy)-2-methoxyphenyl)-3-methyl-1,3,4,9-tetrahydro-2H-pyrido[3,4-b]indol-2-yl)propan-1-ol